(morpholin-4-yl)butyl-but-2-enamide N1(CCOCC1)CCCCC(C(=O)N)=CC